C(C1=CC=CC=C1)OC1=CC=C(C=C1)C=1C=CC(=C(C1)C=1C(CC(CC1O)(C)C)=O)C 2-[5-(4-benzyloxyphenyl)-2-methyl-phenyl]-3-hydroxy-5,5-dimethyl-cyclohex-2-en-1-one